N1C=NC=C1CCNC(=O)[C@H]1NC(CC1)=O (2S)-N-[2-(1H-imidazol-5-yl)ethyl]-5-oxopyrrolidine-2-carboxamide